C1(CC1)NC(C(C(C[C@H]1C(NCC1)=O)NC([C@H](CC(C)(C)C)NC(OCC1=C(C=C(C=C1)Cl)Cl)=O)=O)=O)=O 2,4-dichlorobenzyl ((2S)-1-((4-(cyclopropylamino)-3,4-dioxo-1-((S)-2-oxopyrrolidin-3-yl)butan-2-yl)amino)-4,4-dimethyl-1-oxopentan-2-yl)carbamate